2-(4-(6-((4-cyano-2-fluorobenzyl)oxy)pyridin-2-yl)-2-hydroxybenzyl)-1-(2-methoxyethyl)-1H-benzo[d]Imidazole-6-carboxylic acid methyl ester COC(=O)C=1C=CC2=C(N(C(=N2)CC2=C(C=C(C=C2)C2=NC(=CC=C2)OCC2=C(C=C(C=C2)C#N)F)O)CCOC)C1